C(CCCCC)C=1C(=C(C=CC1)O)Cl n-Hexyl-o-Chlorophenol